C(#N)C1=CNC=2N=C(N=C(C21)NCCS(=O)(=O)N(C)C)NC2=CC=C(C=1OCCOC12)C1=CC=NN1C 2-((5-cyano-2-((8-(1-methyl-1H-pyrazol-5-yl)-2,3-dihydrobenzo[b][1,4]dioxin-5-yl)amino)-7H-pyrrolo[2,3-d]pyrimidin-4-yl)amino)-N,N-dimethylethane-1-sulfonamide